FC(C(=O)O)(F)F.O=C1N(CC=2CNCCC21)C2=CC=C(C(=O)O)C=C2 4-(1-oxo-1,3,4,5,6,7-hexahydro-2H-pyrrolo[3,4-c]pyridin-2-yl)benzoic acid trifluoroacetate salt